capryl-CoA CCCCCCCCCC(=O)SCCNC(=O)CCNC(=O)[C@@H](C(C)(C)COP(=O)(O)OP(=O)(O)OC[C@@H]1[C@H]([C@H]([C@@H](O1)N2C=NC3=C(N=CN=C32)N)O)OP(=O)(O)O)O